C(C)(C)(C)OC(=O)N1CC(C1)C(=O)C12CC(C1)(C2)C(=O)ON2C(C1=CC=CC=C1C2=O)=O 3-[3-(1,3-Dioxoisoindolin-2-yl)oxycarbonyl-1-bicyclo[1.1.1]pentanoyl]azetidine-1-carboxylic acid tert-butyl ester